Tetrachloroisoindoline ClC1(NC(C2=CC=CC=C12)(Cl)Cl)Cl